FC1=C2C=CN(C2=C(C=C1)C)[C@@H]1C[C@H](CCC1)C=1C=NC=CC1 4-fluoro-7-methyl-N-((1S,3S)-3-(pyridin-3-yl)cyclohexyl)-1H-indole